FC=1C(=NC(=NC1)NC1=CC(=C(C=C1)N1CCN(CC1)C1CCN(CC1)C)F)C=1C=NN(C1)C(C)C 5-fluoro-N-(3-fluoro-4-(4-(1-methylpiperidin-4-yl)piperazin-1-yl)phenyl)-4-(1-isopropyl-1H-pyrazol-4-yl)pyrimidin-2-amine